C(C=C)(=O)N1CCN(CC1)C1=C(C(N(C2=NC(=C(C=C12)Cl)C1=C(C(=C(C(=C1F)F)F)N)Cl)C=1C(=NC=CC1C)C(C)C)=O)C#N (P)-4-(4-acryloylpiperazin-1-yl)-7-(3-amino-2-chloro-4,5,6-trifluorophenyl)-6-chloro-1-(2-isopropyl-4-methylpyridin-3-yl)-2-oxo-1,2-dihydro-1,8-naphthyridine-3-carbonitrile